ClC1=NN(C=C1C1=NC=CC(=N1)NC=1N=CC2=C(C=CC(=C2C1)C(C)C)N1CC(C1)C1SCCC1)C 2-(1-(3-((2-(3-chloro-1-methyl-1H-pyrazol-4-yl)pyrimidin-4-yl)amino)-5-isopropylisoquinolin-8-yl)azetidin-3-yl)tetrahydrothiophene